1-(4-[(2-chloro-6-fluorophenyl)carbamoyl]-2-fluoro-5-{[(2S)-1,1,1-trifluoroprop-2-yl]oxy}phenyl)-4-methyl-5-oxo-4,5-dihydro-1H-1,2,4-triazole-3-carboxylic acid ClC1=C(C(=CC=C1)F)NC(=O)C1=CC(=C(C=C1O[C@H](C(F)(F)F)C)N1N=C(N(C1=O)C)C(=O)O)F